di[1,3-dimethyl-3-(cumylperoxy)butyl]carbonate CC(CC(C)(OOC(C)(C)C1=CC=CC=C1)C)OC(OC(CC(C)(OOC(C)(C)C1=CC=CC=C1)C)C)=O